FC1(CCN(CC1)C(=O)OC(C)(C)C)C=1N=NN(C1)[C@@H]1CC[C@H](CC1)C1=NN=C(N1C)COC1=CC(=CC=C1)C(C)C tert-Butyl 4-fluoro-4-{1-[trans-4-(4-methyl-5-{[3-(propan-2-yl)phenoxy]methyl}-4H-1,2,4-triazol-3-yl)cyclohexyl]-1H-1,2,3-triazol-4-yl}piperidine-1-carboxylate